1-((8-bromo-1-(oct-2-yn-1-yloxy)octyl)oxy)oct-2-yne BrCCCCCCCC(OCC#CCCCCC)OCC#CCCCCC